di-tert-butyl ((5-(7-fluoro-1-(4-fluoro-2-methylphenyl)-4-oxo-6-(trifluoromethyl)-1,4-dihydroquinazolin-3(2H)-yl)-6-methyl-2-oxopyridin-1(2H)-yl) methyl) phosphate P(=O)(OC(C)(C)C)(OC(C)(C)C)OCN1C(C=CC(=C1C)N1CN(C2=CC(=C(C=C2C1=O)C(F)(F)F)F)C1=C(C=C(C=C1)F)C)=O